(R)-6-Bromo-2-ethyl-2,3,4,5-tetrahydropyrido[3,2-f][1,4]oxazepine BrC1=CC=NC2=C1CNC[C@H](O2)CC